C(CCCCCCC)C1CC=CCC1CCCCCC 4-octyl-5-hexylcyclohexene